2-(1-((2-(3,5-dichlorophenyl)-6-((5-(4-methyl-1,4-diazepan-1-yl)pyrazin-2-yl)oxy)pyridin-4-yl)methyl)piperidin-4-yl)acetic acid ClC=1C=C(C=C(C1)Cl)C1=NC(=CC(=C1)CN1CCC(CC1)CC(=O)O)OC1=NC=C(N=C1)N1CCN(CCC1)C